lithium manganese iron phosphate P(=O)([O-])([O-])[O-].[Fe+2].[Mn+2].[Li+]